FC(OCCC1CN(C1)C(=O)OC(C)(C)C)F tert-Butyl 3-(2-(difluoromethoxy)ethyl)azetidine-1-carboxylate